[1,1'-biphenyl]-4-ylmagnesium bromide C1(=CC=C(C=C1)[Mg]Br)C1=CC=CC=C1